C(C)OC1=CC=C(C=C1)\C=C\C(=O)C1=C(C=C(C=C1OC)OC)O (E)-4-Ethoxy-2'-hydroxy-4',6'-dimethoxychalcone